C1(CC1)C=1N=NN(C1)[C@H](C(=O)N1[C@@H](C[C@H](C1)O)C(=O)NC(CN1C(COCC1)C)C)C(C)(C)C (2S,4r)-1-[(2S)-2-(4-cyclopropyltriazol-1-yl)-3,3-dimethyl-butyryl]-4-hydroxy-N-[1-methyl-2-(3-methylmorpholin-4-yl)ethyl]pyrrolidine-2-carboxamide